mono(2-ethylhexyl) phosphonate P(OCC(CCCC)CC)([O-])=O